FC=1C=CC=2C(=C(C=C3C(NN(C23)C2=CC=CC=C2)=O)OC)C1 7-Fluoro-5-methoxy-1-phenyl-1H-benzo[g]indazol-3(2H)-on